5-(5-((4-(5-(difluoromethyl)-1,3,4-oxadiazol-2-yl)phenyl)thio)-4-methyl-4H-1,2,4-triazol-3-yl)pyridin-2-amine FC(C1=NN=C(O1)C1=CC=C(C=C1)SC=1N(C(=NN1)C=1C=CC(=NC1)N)C)F